4-methyl-5-(trifluoromethyl)pyrimidine-2,4-diamine CC1(NC(=NC=C1C(F)(F)F)N)N